3-(1-(1-((5-(3-Hydroxypiperidin-1-yl)pyridin-2-yl)methyl)-1H-indole-7-carboxamido)cyclopropyl)bicyclo[1.1.1]pentane-1-carboxylic Acid OC1CN(CCC1)C=1C=CC(=NC1)CN1C=CC2=CC=CC(=C12)C(=O)NC1(CC1)C12CC(C1)(C2)C(=O)O